ethyl (6'S,7a'R)-6'-fluoro-3'-oxotetrahydrospiro[cyclopropane-1,1'-pyrrolizine]-7a'(5'H)-carboxylate F[C@@H]1CN2C(CC3([C@]2(C1)C(=O)OCC)CC3)=O